4-(4-(tert-butyl)phenyl)-1,4-oxathian-4-ium C(C)(C)(C)C1=CC=C(C=C1)[S+]1CCOCC1